Ethyl 4-bromo-3-(5-carbamoyl-1H-benzo[d]imidazol-2-yl)-7-fluorobenzo[b]thiophene-2-carboxylate BrC1=CC=C(C=2SC(=C(C21)C2=NC1=C(N2)C=CC(=C1)C(N)=O)C(=O)OCC)F